6-bromo-2,3-bis(2-methoxyethyl)isoindolin-1-one BrC1=CC=C2C(N(C(C2=C1)=O)CCOC)CCOC